C(C1=CC=CC=C1)(=O)NC1=NC(N([C@H]2C[C@H](OCSSCC)[C@@H](CO)O2)C=C1)=O N4-Benzoyl-3'-O-(ethyldithiomethyl)-2'-deoxycytidine